(3,4-dichlorophenyl)methyl-dodecyl-dimethyl-ammonium chloride [Cl-].ClC=1C=C(C=CC1Cl)C[N+](C)(C)CCCCCCCCCCCC